(R)-3-methyl-N-(8-methylisoquinolin-1-yl)-N-(piperidin-3-yl)-4-(pyrimidin-2-ylamino)benzamide CC=1C=C(C(=O)N([C@H]2CNCCC2)C2=NC=CC3=CC=CC(=C23)C)C=CC1NC1=NC=CC=N1